BrC1=CC=2CCC3=CC(=CC=C3C2C=C1)Br 2,7-dibromo-9,10-dihydrophenanthrene